C(#N)[C@H]1CN(C[C@@H]1C1=CC=CC=C1)C(=O)[C@@H]1CC[C@H]2N1C([C@H](CCCC2)NC(=O)C2=CC1=C(S2)C=CC(=C1)[C@H](F)P(O)(O)=O)=O ((R)-(2-(((3S,6S,10aS)-3-((3R,4S)-3-cyano-4-phenylpyrrolidine-1-carbonyl)-5-oxodecahydropyrrolo[1,2-a]azocin-6-yl)carbamoyl)benzo[b]thiophen-5-yl)fluoromethyl)phosphonic acid